C(C)(=O)OC(C(CN1C2=C(N=C3C(N(C(N=C13)=O)CCCI)=O)C=C(C(=C2)C)C)OC(C)=O)C(COC(C)=O)OC(C)=O Acetic acid 2,3,4-triacetoxy-1-[3-(3-iodo-propyl)-7,8-dimethyl-2,4-dioxo-3,4-dihydro-2H-benzo[g]pteridine-10-ylmethyl]-butyl ester